ClC1=CC=C(C=C1)C(C(F)(F)F)N(S(=O)(=O)C=1C=C2C(=NC1)N(C(C2(F)F)=O)C)C N-(1-(4-chlorophenyl)-2,2,2-trifluoroethyl)-3,3-difluoro-N,1-dimethyl-2-oxo-2,3-dihydro-1H-pyrrolo[2,3-b]pyridine-5-sulfonamide